1,2-bis(4-isocyanatophenoxy)ethane N(=C=O)C1=CC=C(OCCOC2=CC=C(C=C2)N=C=O)C=C1